di(methylaminoethyl) ether CNCCOCCNC